6-[4-[[4-(5-Hydroxypyridin-3-yl)-3-methylphenyl]methyl]piperazin-1-yl]-N-[4-(2-phenylsulfanylethylamino)-3-(trifluoromethyl)phenyl]sulfonylpyridazine-3-carboxamide OC=1C=C(C=NC1)C1=C(C=C(C=C1)CN1CCN(CC1)C1=CC=C(N=N1)C(=O)NS(=O)(=O)C1=CC(=C(C=C1)NCCSC1=CC=CC=C1)C(F)(F)F)C